S(=O)(=O)(O)O.C[Hg].C[Hg] di(methyl-mercury) sulfate